BrC1=CC=C(C=C1)CNC(=O)[C@H]1N(C[C@@H](C1)O)C(=O)OC(C)(C)C tert-butyl (2S,4R)-2-[(4-bromophenyl)methylcarbamoyl]-4-hydroxy-pyrrolidine-1-carboxylate